FC(C(C(=O)OCC([C@H](C[C@H]1C(NCCC1)=O)NC([C@@H](NC(=O)C1NC2=CC=CC(=C2C1)OC)CC(C)C)=O)=O)(C)C)(F)F (3S)-3-{[N-(4-methoxy-2,3-dihydro-1H-indole-2-carbonyl)-L-leucyl]amino}-2-oxo-4-[(3S)-2-oxopiperidin-3-yl]butyl 3,3,3-trifluoro-2,2-dimethylpropanoate